C1CNCC12CCNCC2 3,8-diazaspiro[4.5]decan